tert-butyl 6-[[3-[1-(trifluoromethyl)cyclopropyl]-1,2,4-oxadiazol-5-yl]methyl]-2-azaspiro[3.3]heptane-2-carboxylate FC(C1(CC1)C1=NOC(=N1)CC1CC2(CN(C2)C(=O)OC(C)(C)C)C1)(F)F